((tert-butylmethylsiloxy)methyl)pyrrolin-2-one C(C)(C)(C)[SiH](OCN1C(CCC1)=O)C